COC1=CC=C(CC2=NN(C(=N2)C2CNCCO2)C2=CC=CC=C2)C=C1 2-(3-(4-methoxybenzyl)-1-phenyl-1H-1,2,4-triazol-5-yl)morpholine